COCC1CN(C1)C(=O)C1=CC=C2C(=CC(OC2=C1)=O)C1=C(C=CC=C1)C 7-(3-(methoxymethyl)azetidine-1-carbonyl)-4-(o-tolyl)-2H-chromen-2-one